2-(3-bromo-1-(3-chloro-2-pyridyl)-1H-5-pyrazolyl)-6-chloro-8-methyl-4H-benzo[d][1,3]oxazine-4-one BrC1=NN(C(=C1)C=1OC(C2=C(N1)C(=CC(=C2)Cl)C)=O)C2=NC=CC=C2Cl